3-iodo-1-methyl-1H-pyrrolo[2,3-b]pyridine-6-carbonitrile IC1=CN(C2=NC(=CC=C21)C#N)C